4-[(3-oxopiperazin-1-yl)methyl]-1-(2,2,2-trifluoroethyl)-1H-indol O=C1CN(CCN1)CC1=C2C=CN(C2=CC=C1)CC(F)(F)F